C(C)(=O)N1CC=2N(CC1)C(=NC2C=2C=CC=C1C=C(N=CC21)C=2C=CC(=NC2)C(=O)NC\C=C\C2=C1CN(C(C1=CC=C2)=O)C2C(NC(CC2)=O)=O)CC (E)-5-(8-(7-Acetyl-3-ethyl-5,6,7,8-tetrahydroimidazo[1,5-a]pyrazin-1-yl)isoquinolin-3-yl)-N-(3-(2-(2,6-dioxopiperidin-3-yl)-1-oxoisoindolin-4-yl)allyl)picolinamide